(E)-4-(4-isopropoxyphenyl)-N'-(thiophen-2-ylmethylene)picolinohydrazide C(C)(C)OC1=CC=C(C=C1)C1=CC(=NC=C1)C(=O)N/N=C/C=1SC=CC1